2-[2-(difluoromethyl)phenyl]-N-{4-[1-(difluoromethyl)-1H-pyrazole-4-yl]-3-sulfamoylphenyl}acetamide FC(C1=C(C=CC=C1)CC(=O)NC1=CC(=C(C=C1)C=1C=NN(C1)C(F)F)S(N)(=O)=O)F